CN1C(C(=CC(=C1)C)[C@@H](CNS(=O)(=O)C)CO[C@@H]1CC[C@@H](CC1)C1=CC(=CC=C1)F)=O |o1:8| (S or R)-N-[2-(1,5-dimethyl-2-oxo-1,2-dihydropyridin-3-yl)-3-{[(CIS)-4-(3-fluorophenyl)cyclohexyl]oxy}propyl]methanesulfonamide